5-((4-bromo-2-chlorobenzyl)oxy)-2,3-dihydro-1H-inden-1-one BrC1=CC(=C(COC=2C=C3CCC(C3=CC2)=O)C=C1)Cl